FC1=CC=C(C=C1)/C=C/B1OC(C(O1)(C)C)(C)C (E)-2-(4-fluorophenylethenyl)-4,4,5,5-tetramethyl-1,3,2-dioxaborolan